1-(5-(2-(1,4-oxazepan-4-yl)ethyl)-2-(4-fluorophenyl)-8-hydroxy-6-oxo-5,6-dihydropyrido[2,3-b]pyrazine-7-carboxamido)cyclohexane-1-carboxylic acid O1CCN(CCC1)CCN1C(C(=C(C=2C1=NC=C(N2)C2=CC=C(C=C2)F)O)C(=O)NC2(CCCCC2)C(=O)O)=O